7-Bromotryptamine BrC1=C2NC=C(CCN)C2=CC=C1